FC1=CC=C(C=C1)N=C=O 4-Fluorophenylisocyanat